Cl.ClC(=O)O[C@@H]1CN2CCC1CC2 (S)-quinuclidin-3-yl chloroformate hydrochloride